4-(4-((3-carbamoyl-5-(1-methyl-1H-benzo[d]imidazol-4-yl)-6-(methylsulfinyl)pyrazin-2-yl)amino)phenyl)morpholine 4-oxide C(N)(=O)C=1C(=NC(=C(N1)C1=CC=CC=2N(C=NC21)C)S(=O)C)NC2=CC=C(C=C2)[N+]2(CCOCC2)[O-]